OC[C@H](CN1CCC(CC1)NC1=C2C=C(N(C2=CC=C1)CC(F)(F)F)C#CCNC1=C(C=C(C=C1)S(=O)(=O)N)OC)OC 4-({3-[4-({1-[(2S)-3-hydroxy-2-methoxypropyl]piperidin-4-yl}amino)-1-(2,2,2-trifluoroethyl)-1H-indol-2-yl]prop-2-yn-1-yl}amino)-3-methoxybenzene-1-sulfonamide